Methyl [5-bromo-3-((S)-2-hydroxy-1-methyl-ethyl)-2,4-dioxo-3,4-dihydro-2H-pyrimidin-1-yl]-acetate BrC=1C(N(C(N(C1)CC(=O)OC)=O)[C@H](CO)C)=O